N(C(=N)N)CCC[C@H](C(=O)N1CCC(CC1)SCC1=NC2=C(C=CC=C2C(N1)=O)C)NC(OC(C)(C)C)=O (R)-tert-Butyl (5-guanidino-1-(4-(((8-methyl-4-oxo-3,4-dihydroquinazolin-2-yl)methyl)thio) piperidin-1-yl)-1-oxopentan-2-yl)carbamate